BrC1=CC(=C(CC2=NC3=C(N2CC2(CC2)CF)C=C(C=C3)C(=O)OC)C=C1)F methyl 2-(4-bromo-2-fluorobenzyl)-1-((1-(fluoromethyl) cyclopropyl) methyl)-1H-benzo[d]imidazole-6-carboxylate